(3R)-N-{2,3-dimethoxy-6H,7H,8H-cyclopenta[b]1,5-naphthyridin-9-yl}-1-propylpiperidin-3-amine COC=1N=C2C(=C3C(=NC2=CC1OC)CCC3)N[C@H]3CN(CCC3)CCC